ClC1=C(C=2N=C(N=C(C2C(=N1)OC)N1C[C@H]2CC[C@@H](C1)C2=O)S(=O)(=O)C)F (1R,5S)-3-(7-chloro-8-fluoro-5-methoxy-2-(methylsulfonyl)pyrido[4,3-d]pyrimidin-4-yl)-8-oxo-3-azabicyclo[3.2.1]octane